(R)-2-amino-2-methylhexane-1-ol N[C@@](CO)(CCCC)C